trans-1-(methoxymethyl)-3-methyl-N-(4-methyl-3-(pyrazolo[1,5-a]pyrazin-6-yl)phenyl)-6-azabicyclo[3.1.1]heptane-6-carboxamide COCC12CC(CC(N1C(=O)NC1=CC(=C(C=C1)C)C=1N=CC=3N(C1)N=CC3)C2)C